2,6-dimethyloct-2-yl formate C(=O)OC(C)(CCCC(CC)C)C